ethyl (E)-2-(cyclopropanecarbonyl)-3-ethoxyacrylate C1(CC1)C(=O)/C(/C(=O)OCC)=C\OCC